1-(8-(5-(3-chloro-6-(1-methyl-1H-pyrazol-4-yl)pyrazolo[1,5-a]pyridin-4-yl)pyridin-2-yl)-3,8-diazabicyclo[3.2.1]oct-3-yl)-2-(dimethylamino)ethanone ClC=1C=NN2C1C(=CC(=C2)C=2C=NN(C2)C)C=2C=CC(=NC2)N2C1CN(CC2CC1)C(CN(C)C)=O